Gallium chlorid [Cl-].[Ga+3].[Cl-].[Cl-]